CC1(CC(OCC1)/C(=C/C1=CC=CC=C1)/C)C (E)-4,4-dimethyl-2-(1-phenylpropen-2-yl)oxacyclohexane